N1=C(N=CC=C1)CC=1C=C(C=CC1)C1=CC=CC=C1 3'-(pyrimidin-2-ylmethyl)-[1,1'-biphenyl]